NN1C(=NC(=C1C(=O)OCC)C1=CC=C(C=C1)C(NC1=NC=CC(=C1)C1=CC=C(C=C1)F)=O)[C@H]1N(CCCC1)C(=O)OC(C)(C)C tert-butyl (S)-2-(1-amino-5-(ethoxycarbonyl)-4-(4-((4-(4-fluorophenyl)pyridin-2-yl)carbamoyl)phenyl)-1H-imidazol-2-yl)piperidine-1-carboxylate